C(CC)C12CC(C1)(C2)C(=O)N2C[C@H]1OC3=C([C@@H]2C1)C=NC=C3C#N (2S,5S)-4-(3-propylbicyclo[1.1.1]pentane-1-carbonyl)-2,3,4,5-tetrahydro-2,5-methanopyrido[3,4-f][1,4]oxazepine-9-carbonitrile